2-(6-fluoro-9H-carbazol-2-yl)-N-(4-fluorobenzyl)acetamide FC=1C=C2C=3C=CC(=CC3NC2=CC1)CC(=O)NCC1=CC=C(C=C1)F